OC=1C=C(C=CC1C(=O)OC)OB(O)O (3-hydroxy-4-(methoxycarbonyl)phenyl)boric acid